1-(2-(3-iodophenyl)-2-oxoethyl)-1H-imidazole-5-carboxylic acid methyl ester COC(=O)C1=CN=CN1CC(=O)C1=CC(=CC=C1)I